O=C1N(CCC2=C1SC(=N2)C2=CC=C(C=C2)S(=O)(=O)N2CCC(CC2)NC2=NC=C(C=C2)C(F)(F)F)C(=O)OC(C)(C)C tert-butyl 4-oxo-2-(4-((4-((5-(trifluoromethyl) pyridin-2-yl) amino) piperidin-1-yl) sulfonyl) phenyl)-6,7-dihydrothiazolo[5,4-c]pyridine-5(4H)-carboxylate